dimethylaluminum tertbutoxide CC(C)(C)[O-].C[Al+]C